3-(4-(aminomethyl)phenyl)-6-((1-(2-chloro-4-(4-methylthiophen-2-yl)benzyl)-4-hydroxypiperidin-4-yl)methyl)-2-methyl-2,6-dihydro-7H-pyrazolo[4,3-d]pyrimidin-7-one dihydrochloride Cl.Cl.NCC1=CC=C(C=C1)C=1N(N=C2C1N=CN(C2=O)CC2(CCN(CC2)CC2=C(C=C(C=C2)C=2SC=C(C2)C)Cl)O)C